N1C=NC2=C1C=CC(=C2)NC(CN)C2=CC=C(C=C2)C=2SC(=CC2)C N1-(1H-Benzimidazol-5-yl)-1-[4-(5-methylthiophen-2-yl)phenyl]ethane-1,2-diamine